C(C)C1C=CC=C1 3-ethyl-cyclopenta-1,4-diene